COC=1C=C2C=C(N(C2=CC1)C)[Si](CC)(CC)CC 5-methoxy-1-methyl-2-(triethylsilyl)-1H-indole